(S)-3-([1,1'-biphenyl]-3-yl)isoxazolidine C1(=CC(=CC=C1)[C@H]1NOCC1)C1=CC=CC=C1